bismuth silver iodine [I].[Ag].[Bi]